methyl 7-(1-(adamantan-1-ylmethyl)-5-methyl-1H-pyrazol-4-yl)-3-(5-methyl-6-(pyridin-2-ylamino)pyridazin-3-yl)imidazo[1,2-a]pyridine-8-carboxylate C12(CC3CC(CC(C1)C3)C2)CN2N=CC(=C2C)C2=C(C=3N(C=C2)C(=CN3)C=3N=NC(=C(C3)C)NC3=NC=CC=C3)C(=O)OC